N-(1-methyl-3-(pyridin-2-yl)-1H-pyrazol-4-yl)pyrimidine-2-carboxamide CN1N=C(C(=C1)NC(=O)C1=NC=CC=N1)C1=NC=CC=C1